ethyl 3-(5-methylfuran-2-yl)propanoate CC1=CC=C(O1)CCC(=O)OCC